FCCCN1CC(C1)N 1-(3-fluoropropyl)azetidin-3-amine